O=C1C[C@H]2CCC(N2C1)=O |r| racemic-2,5-dioxotetrahydro-1H-pyrrolizine